FC1(CCC(CC1)/C=C/C1=CC(=NC=C1OC)C(=O)O)F 4-[(E)-2-(4,4-difluorocyclohexyl)vinyl]-5-methoxy-pyridine-2-carboxylic acid